CN(CCN(C1=NC(=CC(=N1)C(=O)N)C#C)C)C 2-((2-(dimethylamino)ethyl)(methyl)amino)-6-ethynyl-pyrimidine-4-carboxamide